1-acetyl-3-ethoxymethylene-2-oxo-2,3-dihydro-5-indolecarbamate C(C)(=O)N1C(C(C2=CC(=CC=C12)NC(=O)[O-])=COCC)=O